ClC=1C(=NC=C(C1)C(F)(F)F)O[C@H]1CN(CC1)C1=C(C=C(C=C1)C1=CC=CC=C1)OC (R)-3-chloro-2-(1-(3-methoxybiphenyl-4-yl)pyrrolidin-3-yloxy)-5-(trifluoromethyl)pyridine